CN1N=C(C=C1S(=O)(=O)N1CC2(C1)CN(CC2)C2CCOCC2)C(F)(F)F 2-((1-Methyl-3-(trifluoromethyl)-1H-pyrazol-5-yl)sulfonyl)-6-(tetrahydro-2H-pyran-4-yl)-2,6-diazaspiro[3.4]octane